N'-[[2-chloro-3-(2,6-dioxocyclohexanecarbonyl)-6-methylsulfonyl-phenyl]methoxy]-N,N-dimethyl-acetamidine ClC1=C(C(=CC=C1C(=O)C1C(CCCC1=O)=O)S(=O)(=O)C)CON=C(C)N(C)C